4-methyl-2-(4-(trifluoromethyl)phenyl)thiazole-5-carboxylic acid CC=1N=C(SC1C(=O)O)C1=CC=C(C=C1)C(F)(F)F